(p-toluenesulfonyloxyimino)phenylacetonitrile CC1=CC=C(C=C1)S(=O)(=O)ON=C(C#N)C1=CC=CC=C1